2-[4-[5-amino-4-cyano-1-(1-methylcyclopropyl)pyrazol-3-yl]phenyl]propanoic acid methyl ester COC(C(C)C1=CC=C(C=C1)C1=NN(C(=C1C#N)N)C1(CC1)C)=O